ClC1=CC(=C(C=C1OCC(OC1=CC=CC=C1)=O)N1C(C(CC1=O)C)=O)F 1-(4-chloro-2-fluoro-5-(2-oxo-2-phenoxyethoxy)phenyl)-3-methylpyrrolidine-2,5-dione